C(C)(C)(C)OC(=O)N1CC=C(CC1)C=1C=C2C(=C(NC2=CC1OC)C1=CC(=C(C=C1)OC)OC)CC 4-(2-(3,4-Dimethoxyphenyl)-3-ethyl-6-methoxy-1H-indol-5-yl)-5,6-dihydropyridine-1(2H)-carboxylic acid tert-butyl ester